(R)-5-(4-((4-fluorobenzo[d]thiazol-5-yl)amino)thieno[2,3-b]pyridin-2-yl)-6-methyl-3,6-dihydropyridine-1(2H)-carboxylic acid tert-butyl ester C(C)(C)(C)OC(=O)N1CCC=C([C@H]1C)C1=CC=2C(=NC=CC2NC=2C=CC3=C(N=CS3)C2F)S1